4-[4-cyclopropyl-5-[(4-methoxyphenyl)methoxy]quinazolin-7-yl]morpholine aluminum [Al].C1(CC1)C1=NC=NC2=CC(=CC(=C12)OCC1=CC=C(C=C1)OC)N1CCOCC1